C(CCCCCCCCCCCCC)(=O)NCCCN[O-].[Cl-].C(CCCCCCCCCCCCC)[N+](C)(C)CC1=CC=CC=C1.C(CCCCCCCCCCCCC)[N+](CC1=CC=CC=C1)(C)C myristyl-benzyl-dimethyl-ammonium chloride myristamidopropylaminoxide